Tertiary butyl-iminotris(diethylamino)tantalum C(C)(C)(C)N=[Ta](N(CC)CC)(N(CC)CC)N(CC)CC